C(CCCCC)(=O)OCCCCCCCCCCCCCCCCCC Cetylethyl Hexanoate